ClC1=NC=CC(=C1)C1=CC=2C(NCC3(C2N1)CCC3)=O 2'-(2-chloropyridin-4-yl)-5',6'-dihydrospiro[cyclobutane-1,7-pyrrolo[3,2-c]pyridin]-4'(1'H)-one